C1CC12N(CCNC2)C(C)=O 1-(4,7-diazaspiro[2.5]oct-4-yl)ethanone